ClC=1C(=C(C(=CC1)C(F)F)C1=CN=CC(=N1)C(=O)NC=1C=NN(C1)[C@H](C)C=1C=NC(=C(C1)C)N1C([C@@H]2C[C@@H]2C1)=O)F |o1:24| 6-(3-Chloro-6-(difluoromethyl)-2-fluorophenyl)-N-(1-((R or S)-1-(5-methyl-6-((1R,5S)-2-oxo-3-azabicyclo[3.1.0]hexan-3-yl)pyridin-3-yl)ethyl)-1H-pyrazol-4-yl)pyrazine-2-carboxamide